9-(Phenylmethoxy)-1-nonanol C1(=CC=CC=C1)COCCCCCCCCCO